B(O)(O)C1=CC(=C(C(=O)O)C(=C1)F)F 4-borono-2,6-difluorobenzoic acid